CN1C=NC(=C1)S(=O)(=O)Cl 1-methylimidazole-4-sulfonyl chloride